BrC=1C(=CC=2C3=C(C(=NC2C1F)S(=O)(=O)C)N=C(N3C3C1CN(C3C1)C(=O)OC(C)(C)C)CC)CCC#N tert-butyl (endo)-5-(7-bromo-8-(2-cyanoethyl)-2-ethyl-6-fluoro-4-(methylsulfonyl)-1H-imidazo[4,5-c]quinolin-1-yl)-2-azabicyclo[2.1.1]hexane-2-carboxylate